2,4-diamino-6-(hydroxymethyl)pteridine hydrobromide Br.NC1=NC2=NC=C(N=C2C(=N1)N)CO